ClC1=CC=C(S1)CNC1=CC(=NN1C(C(C)(C)C)=O)C1(C(NCCC1)=O)C 3-(5-[(5-chlorothiophen-2-yl)methyl]amino-1-(2,2-dimethylpropanoyl)-1H-pyrazol-3-yl)-3-methylpiperidin-2-one